tert-Butyl ((3-((6-chloropyridin-3-yl)methyl)-2,4-dioxo-1,2,3,4-tetrahydrothieno[2,3-d]pyrimidin-6-yl)sulfonyl)(1-methylcyclopropyl)carbamate ClC1=CC=C(C=N1)CN1C(NC2=C(C1=O)C=C(S2)S(=O)(=O)N(C(OC(C)(C)C)=O)C2(CC2)C)=O